tert-butyl 3-(3-(5-ethyl-6-methoxypyridin-3-yl)piperidin-1-yl)propanoate C(C)C=1C=C(C=NC1OC)C1CN(CCC1)CCC(=O)OC(C)(C)C